FC(C(=O)O)(F)F.FC1=CC(=C(OC(C(=O)O)C)C=C1)CNC (4-fluoro-2-((methylamino)methyl)phenoxy)propanoic acid trifluoroacetate